ClC1=CC(=C(C=C1)C1=NN2C(=NC=3C=CC=CC3C2=N1)N[C@H]1C(NCC1)=O)OC(F)(F)F (3R)-3-({2-[4-chloro-2-(trifluoromethoxy)phenyl][1,2,4]triazolo[1,5-c]quinazolin-5-yl}amino)pyrrolidin-2-one